indol-4-yl L-phenylalaninate 2HCl salt Cl.Cl.N[C@@H](CC1=CC=CC=C1)C(=O)OC1=C2C=CNC2=CC=C1